C(C)(C)(C)OC(=O)NC1=NC2=C(N1)C=CC(=C2)C(=O)O 2-((tert-butoxycarbonyl)amino)-1H-benzo[d]imidazole-5-carboxylic acid